3-(6-((2S,6R)-2,6-dimethylmorpholinyl)pyrimidin-4-yl)-N-((2R,4S,6S)-2,6-dimethyltetrahydro-2H-pyran-4-yl)-1H-pyrazolo[4,3-c]pyridine-4-amine C[C@H]1CN(C[C@H](O1)C)C1=CC(=NC=N1)C1=NNC2=C1C(=NC=C2)NC2C[C@H](O[C@H](C2)C)C